4-ETHOXYPHENYLBORONIC ACID C(C)OC1=CC=C(C=C1)B(O)O